ON=C(N)C1=CC2=C(C=N1)N(C=N2)C[C@H]2OCC2 N'-hydroxy-3-(((S)-oxetan-2-yl)methyl)-3H-imidazolo[4,5-c]pyridine-6-carboximidamide